1-(3-bromo-6-methoxy-2-methyl-phenyl)prop-2-en-1-one BrC=1C(=C(C(=CC1)OC)C(C=C)=O)C